C(#N)C1=CC=C(C=C1)CCCC(=O)O 4-(4-cyanophenyl)butanoic acid